N-(3-(1,2,4-triazin-3-yl)-4-(trifluoromethyl)phenyl)-1-(1-methoxyethyl)-3-methyl-6-azabicyclo[3.1.1]heptane-6-carboxamide N1=NC(=NC=C1)C=1C=C(C=CC1C(F)(F)F)NC(=O)N1C2CC(CC1(C2)C(C)OC)C